O=C1OCC2=CC=C(C=C12)NC=1C(C(C1NCC1=NC=CC=C1)=O)=O 3-((3-oxo-1,3-dihydroisobenzofuran-5-yl)amino)-4-((pyridin-2-ylmethyl)amino)cyclobut-3-ene-1,2-dione